OC=1C(C=CC=C(C1)C=1C=NC=C(C#N)C1)=O 5-(6-hydroxy-5-oxocyclohepta-1,3,6-trien-1-yl)nicotinonitrile